COC1=CC(=C(C=O)C=C1OC)C#CC1=CC2=C(OCO2)C=C1OC 4,5-dimethoxy-2-((6-methoxybenzo[d][1,3]dioxolan-5-yl)ethynyl)benzaldehyde